CC1=NC=CC(=C1)CO (2-methyl-4-pyridyl)methanol